(7R)-4-((S)-4-(tert-butoxycarbonyl)-3-(cyanomethyl)piperazin-1-yl)-1'-methyl-2-(methylsulfonyl)-1',4',5,8-tetrahydro-2'H,6H-spiro[quinazoline-7,3'-quinoline] 1-oxide C(C)(C)(C)OC(=O)N1[C@H](CN(CC1)C1=NC(=[N+](C=2C[C@@]3(CN(C4=CC=CC=C4C3)C)CCC12)[O-])S(=O)(=O)C)CC#N